(7S)-N-((1-((6-(trifluoromethyl)pyridin-3-yl)methyl)-1H-pyrazol-4-yl)methyl)-N-(4,7,8-trimethyl-6-oxo-5,6,7,8-tetrahydropteridin-2-yl)acetamide FC(C1=CC=C(C=N1)CN1N=CC(=C1)CN(C(C)=O)C1=NC=2N([C@H](C(NC2C(=N1)C)=O)C)C)(F)F